C(C=C)(=O)ON1CCC2=CC=CC=C12 acryloxyindoline